[Br-].C(=O)(O)C(C)C1=NC=CN1C=C 1-carboxyethyl-3-vinyl-imidazole bromide salt